[O-]CCC.[Zr+4].[O-]CCC.[O-]CCC.[O-]CCC zirconium propoxide